tert-butyl N-[(3R)-5-[(4-chlorophenyl)methyl]-7-[5-[(dimethylamino)methyl]-1,2,4-oxadiazol-3-yl]-8-fluoro-1,1,4-trioxo-2,3-dihydro-1λ6,5-benzothiazepin-3-yl]carbamate ClC1=CC=C(C=C1)CN1C([C@H](CS(C2=C1C=C(C(=C2)F)C2=NOC(=N2)CN(C)C)(=O)=O)NC(OC(C)(C)C)=O)=O